FC(C[C@@H](C(=O)NC1=NC=CC(=C1)C1=C(C2=NC(=CC=C2N1)F)C1=NC=CC(=C1)F)C1=CC=C(C=C1)F)F |o1:3| (2R or S)-4,4-difluoro-N-{4-[5-fluoro-3-(4-fluoropyridin-2-yl)-1H-pyrrolo[3,2-b]pyridin-2-yl]pyridin-2-yl}-2-(4-fluorophenyl)butanamide